FC1(CNC1)C[O-] (3-fluoroazetidin-3-yl)methoxide